N-{(2S)-2-[(4-{N-[(7S)-4-Fluorobicyclo[4.2.0]octa-1,3,5-trien-7-yl]-N'-hydroxycarbamimidoyl}-1,2,5-oxadiazol-3-yl)oxy]propyl}acetamid FC1=CC=C2C[C@@H](C2=C1)NC(=NO)C=1C(=NON1)O[C@H](CNC(C)=O)C